FC(OC=1C=C(C(=S)OC)C=C(C1)[Si](C(C)C)(C(C)C)C(C)C)(F)F methyl 3-(trifluoromethoxy)-5-triisopropylsilylthio-benzoate